CNCCOCCOCCOCCOCCC 5,8,11,14-tetraoxa-2-aza-heptadecane